(±)-4-(1-((5-methoxy-7-methyl-1H-indol-4-yl)methyl)-4-(3,3,3-trifluoropropyl)piperazin-2-yl)benzoic acid COC=1C(=C2C=CNC2=C(C1)C)CN1[C@@H](CN(CC1)CCC(F)(F)F)C1=CC=C(C(=O)O)C=C1 |r|